BrC1=CC=C2C(=C1)N(C1=C2NC(C2=CC=CC=C12)=O)CCCCC(=O)NO 5-(9-bromo-5-oxo-5,6-dihydro-11H-indolo[3,2-c]isoquinolin-11-yl)-N-hydroxypentanamide